1-[[7-[6-chloro-1-(4-piperidylmethyl)-3,4-dihydro-2H-quinolin-8-yl]thieno[3,2-b]pyridin-2-yl]methyl]pyrrolidine-2,5-dione, hydrochloride Cl.ClC=1C=C2CCCN(C2=C(C1)C1=C2C(=NC=C1)C=C(S2)CN2C(CCC2=O)=O)CC2CCNCC2